5-(4-(1-(1-((4-cyanonaphthalene-1-yl)amino)-2-methyl-1-oxopropan-2-yl)-1H-Pyrazol-4-yl)piperidin-1-yl)hexahydrocyclopenta[c]pyrrole C(#N)C1=CC=C(C2=CC=CC=C12)NC(C(C)(C)N1N=CC(=C1)C1CCN(CC1)C1CC2C(CNC2)=C1)=O